2-((1-(5-fluoro-1H-pyrrolo[2,3-b]pyridin-3-yl)-6-oxo-1,6-dihydropyridazin-3-yl)amino)cyclopentane-1-carboxylic acid FC=1C=C2C(=NC1)NC=C2N2N=C(C=CC2=O)NC2C(CCC2)C(=O)O